C(C)C1=CC=C(C=C1)N1N=CC(=C1)C=1C=C2C(=CNC2=CC1)NS(=O)(=O)C1(CC1)C N-(5-(1-(4-ethylphenyl)-1H-pyrazol-4-yl)-1H-indol-3-yl)-1-methylcyclopropane-1-sulfonamide